4-(4-fluorophenyl)-1-(4H-1,2,4-triazol-3-yl)butan-2-one FC1=CC=C(C=C1)CCC(CC1=NN=CN1)=O